(R)-8-(1-((2-(((tert-butyldimethylsilyl)oxy)methyl)-4-fluorophenyl)amino)ethyl)-3,6-dimethyl-2-morpholinoquinazolin-4(3H)-one [Si](C)(C)(C(C)(C)C)OCC1=C(C=CC(=C1)F)N[C@H](C)C=1C=C(C=C2C(N(C(=NC12)N1CCOCC1)C)=O)C